FC=1C=2N(C=CC1)N=C(C2)[C@@H]2N(CCC1=C2N=CN1)C(=O)C1=CN=CO1 (R)-(4-(4-fluoropyrazolo[1,5-a]pyridin-2-yl)-6,7-dihydro-1H-imidazo[4,5-c]pyridin-5(4H)-yl)(oxazol-5-yl)methanone